3-(2-methyl-5-(8-(4-methylpiperazin-1-yl)octyl)-4-oxoquinazolin-3(4H)-yl)piperidine-2,6-dione CC1=NC2=CC=CC(=C2C(N1C1C(NC(CC1)=O)=O)=O)CCCCCCCCN1CCN(CC1)C